10,13-Dihydroxyheptacosanoic acid OC(CCCCCCCCC(=O)O)CCC(CCCCCCCCCCCCCC)O